(2,2-dimethyl-3-oxo-3-(pyridin-2-yl)propyl)carbamic acid tert-butyl ester C(C)(C)(C)OC(NCC(C(C1=NC=CC=C1)=O)(C)C)=O